P(=O)(O)(O)O.BrC(CCCCCOCCCCCC)Br dibromodihexyl-oxygen phosphate